bis-cyanoacetylbutylenediamine C(#N)CC(=O)NCCCCNC(CC#N)=O